(R or S)-2-((4-(5-(1-(4-chloro-2-fluorophenyl)ethoxy)-1H-pyrazol-1-yl)piperidin-1-yl)methyl)-1-((1-ethyl-1H-imidazol-5-yl)methyl)-1H-benzo[d]imidazole-6-carboxylic acid ClC1=CC(=C(C=C1)[C@@H](C)OC1=CC=NN1C1CCN(CC1)CC1=NC2=C(N1CC1=CN=CN1CC)C=C(C=C2)C(=O)O)F |o1:7|